(3-(piperazin-1-yl)propyl)carboxamide N1(CCNCC1)CCCC(=O)N